dicyclohexylbenzothiazolesulfinamide C1(CCCCC1)C=1C=CC2=C(N=C(S2)S(=O)N)C1C1CCCCC1